1-(4-(6-chloro-8-fluoro-2-(2-fluoroethyl-amino)-7-(3-hydroxy-naphthalen-1-yl)quinazolin-4-yl)piperazin-1-yl)prop-2-en-1-one ClC=1C=C2C(=NC(=NC2=C(C1C1=CC(=CC2=CC=CC=C12)O)F)NCCF)N1CCN(CC1)C(C=C)=O